BrC1=C2CC3=C(C(N(C3=C1)CC1=CC=C(C=C1)OC)=O)C=C2 5-bromo-1-(4-methoxy-benzyl)-1H-benzo[ctZ]indol-2-one